ClN=O (S)-chloroketoamine